(S)-4-(2-(4-chloro-2-fluorophenyl)-2-methylbenzo[d][1,3]dioxol-4-yl)piperidine tosylate salt S(=O)(=O)(O)C1=CC=C(C)C=C1.ClC1=CC(=C(C=C1)[C@@]1(OC2=C(O1)C=CC=C2C2CCNCC2)C)F